C(C1=CC=CC=C1)OCC=C allyl benzyl Ether